ethoxymethoxy-4'-methyl-2-oxo-6-(trifluoromethyl)-1,2-dihydro[1,3'-bipyridyl]-3-carboxamide C(C)OCOC1=C(C(N(C(=C1)C(F)(F)F)C=1C=NC=CC1C)=O)C(=O)N